O=C1NC(CCC1N1C(C2=CC(=C(C=C2C1=O)N1C2CN(CC1CC2)C(=O)OC(C)(C)C)F)=O)=O tert-Butyl 8-(2-(2,6-dioxopiperidin-3-yl)-6-fluoro-1,3-dioxoisoindolin-5-yl)-3,8-di-azabicyclo[3.2.1]octane-3-carboxylate